4-[(4-methoxyphenyl)iminomethyl]Benzonitrile COC1=CC=C(C=C1)N=CC1=CC=C(C#N)C=C1